C1(=CC=CC=C1)C(C1=CC=CC=C1)C1=CC=CC=C1 TRIPHENYLMETHANE